rac-N-(6-bromo-7-chloroisoquinolin-3-yl)-2-methyl-6-oxaspiro[2.5]octane-1-carboxamide BrC=1C=C2C=C(N=CC2=CC1Cl)NC(=O)C1C(C12CCOCC2)C